COC(C=C)=O.[Na].ClC1=NC(=NC(=N1)NCC1=CC(=CC=C1)F)N(CCO)CCO N-(4-chloro-6-(3-fluorobenzylamino)-1,3,5-triazin-2-yl)diethanolamine sodium (methyl)acrylate